2-(Difluoromethoxy)-4-[6-[1,1-dimethyl-2-(oxetan-3-yloxy)ethyl]pyrazolo[1,5-a]pyridin-3-yl]-N-[(1R,2S)-2-fluorocyclopropyl]-6-methoxy-benzamide FC(OC1=C(C(=O)N[C@H]2[C@H](C2)F)C(=CC(=C1)C=1C=NN2C1C=CC(=C2)C(COC2COC2)(C)C)OC)F